ClC1=CC=CC=2N(C=NC21)C(C)C 4-chloro-1-isopropyl-1H-benzo[d]imidazole